ClC=1C=C(C=C(C1)Cl)C1NCC(CC1)C 2-(3,5-dichlorophenyl)-5-methyl-piperidine